(S)-N-(1-((4-(1-benzyl-3-methyl-1H-pyrazol-4-yl)-3-fluorophenyl)amino)-1-oxo-3,3-diphenylpropan-2-yl)-1-ethyl-1H-pyrazole-5-carboxamide C(C1=CC=CC=C1)N1N=C(C(=C1)C1=C(C=C(C=C1)NC([C@H](C(C1=CC=CC=C1)C1=CC=CC=C1)NC(=O)C1=CC=NN1CC)=O)F)C